4-bromo-5-(2,2,2-trifluoroethoxy)-2-((2-(Trimethylsilyl)ethoxy)methyl)pyridazin-3(2H)-one BrC=1C(N(N=CC1OCC(F)(F)F)COCC[Si](C)(C)C)=O